C(C)OC1=CC(=NN1)C(=O)N 5-ethoxy-3-pyrazolecarboxamide